1-(2-ethyl) hexyldithiomalate C(CCCCC)C(C(=S)OCC)(O)CC(=S)[O-]